C(C)C1=NC(=C2N1C(C(N(C2)C)=O)C)C=2C=CC=C1C=C(N=CC21)C2=CC=C(OCCCC#CC1=C3CN(C(C3=CC=C1)=O)C1C(NC(CC1)=O)=O)C=C2 3-(4-(5-(4-(8-(3-Ethyl-5,7-dimethyl-6-oxo-5,6,7,8-tetrahydroimidazo[1,5-a]pyrazin-1-yl)isoquinolin-3-yl)phenoxy)pent-1-yn-1-yl)-1-oxoisoindolin-2-yl)piperidine-2,6-dione